Methoxyacetamide COCC(=O)N